Butyl-octyl-diphenylamin C(CCC)C1=C(C=CC=C1)N(C1=CC=CC=C1)CCCCCCCC